rac-4-((S)-2-((3aR,5R,6aS)-5-benzyl-5-fluorohexahydrocyclopenta[c]pyrrol-2(1H)-yl)-1-hydroxyethyl)phenol C(C1=CC=CC=C1)C1(C[C@@H]2[C@@H](CN(C2)C[C@@H](O)C2=CC=C(C=C2)O)C1)F